4-((5-amino-7-(butylamino)-1H-pyrazolo[4,3-d]pyrimidin-1-yl)methyl)-3-(difluoromethoxy)benzoic acid NC=1N=C(C2=C(N1)C=NN2CC2=C(C=C(C(=O)O)C=C2)OC(F)F)NCCCC